ClC1=NC=C(C(=C1)NC1CCC(CC1)(O)C)C1=NC=C(N=C1)OC(F)F (1s,4s)-4-((2-Chloro-5-(5-(difluoromethoxy)pyrazin-2-yl)pyridin-4-yl)amino)-1-methylcyclohexan-1-ol